ethyl 1-(trans-3-(hydroxymethyl) cyclobutyl)-4-iodo-1H-pyrazole-3-carboxylate OC[C@@H]1C[C@H](C1)N1N=C(C(=C1)I)C(=O)OCC